3-(((tert-butyldimethylsilyl)oxy)methyl)-6-(2-chloro-5-fluoropyrimidin-4-yl)-4-isopropyl-5-methylquinoline [Si](C)(C)(C(C)(C)C)OCC=1C=NC2=CC=C(C(=C2C1C(C)C)C)C1=NC(=NC=C1F)Cl